ClC=1C=CC(=C(CNC([C@H](C)NC(=O)[C@@H]2N(CC[C@@H](C2)C2=CC=C(C=C2)C=2C=NC=CC2)C(=O)OC(C)(C)C)=O)C1)N1N=NN=C1 tert-Butyl (2R,4S)-2-(((S)-1-((5-chloro-2-(1H-tetrazol-1-yl)benzyl)amino)-1-oxopropan-2-yl)carbamoyl)-4-(4-(pyridin-3-yl)phenyl)piperidine-1-carboxylate